C(C)(C)(C)OC(=O)NC1=CC=C(C=2OCCOC21)C(=O)O 5-(tert-butoxycarbonylamino)-2,3-dihydro-1,4-benzodioxine-8-carboxylic acid